4-[1-(1-cyclopentylbutyl)-1H-pyrazol-4-yl]-7H-pyrrolo[2,3-d]-pyrimidine trifluoroacetate salt FC(C(=O)O)(F)F.C1(CCCC1)C(CCC)N1N=CC(=C1)C=1C2=C(N=CN1)NC=C2